FC1(CNC1)CNC(O[C@H]1[C@H](NC[C@@H]1O)CC1=CC=C(C=C1)OC)=O (2R,3S,4S)-4-hydroxy-2-[(4-methoxyphenyl)methyl]pyrrolidin-3-yl N-[(3-fluoroazetidin-3-yl)methyl]carbamate